(E)-3-(3-chlorophenyl)-N-(2-(4-(cyclohexylsulfonyl)piperazin-1-yl)-2-oxoethyl)acrylamide ClC=1C=C(C=CC1)/C=C/C(=O)NCC(=O)N1CCN(CC1)S(=O)(=O)C1CCCCC1